C(CC)S(=O)(=O)O 1-Propylsulfonic acid